C(C)(C)(C)C1=CC=C(C=C1)NC(C1=CC(=CC=C1)C#CC1=NC=CC=C1)=O N-(4-(TERT-BUTYL)PHENYL)-3-(PYRIDIN-2-YLETHYNYL)BENZAMIDE